NC1=C(C=C(C=N1)NC(C(=O)N(C1CCOC2=CC(=CC=C12)C(F)(F)F)C)=O)C N1-(6-amino-5-methylpyridin-3-yl)-N2-methyl-N2-(7-(trifluoromethyl)chroman-4-yl)oxalamide